C(C(O)CO)OCCC[Si](OCC)(OCC)OCC glyceryl-oxypropyl-triethoxysilane